C1(=NC=CC=2C3=CC=CC=C3NC12)CNC1=NC=CC=2C3=CC=CC=C3N(C12)CC1=CC=C(C=C1)F N-[(beta-carbolin-1-yl)methyl]-9-(4-fluorobenzyl)-beta-carbolin-1-amine